7-bromo-2-[(4-methoxyphenyl) methyl]-2H-[1,2,3]triazolo[4,5-c]quinolin-5-ium-5-olate BrC=1C=CC=2C=3C(C=[N+](C2C1)[O-])=NN(N3)CC3=CC=C(C=C3)OC